N-methylcyclobutylamine CNC1CCC1